COC1=C(C=CC=C1)C1=C(C2=C(N=C(N=C2)NC2=CC(=C(C=C2)N2CCN(CC2)C)C)N(C1=O)[C@@H]1CN(CCC1)CCC)C (S)-6-(2-methoxyphenyl)-5-methyl-2-((3-methyl-4-(4-methylpiperazin-1-yl)phenyl)amino)-8-(1-propylpiperidin-3-yl)pyrido[2,3-d]pyrimidin-7(8H)-one